8-chloro-1,7-diazanaphthalene-3-formaldehyde ClC=1N=CC=C2C=C(C=NC12)C=O